dimethyl 2-(1-(benzyloxy)-3-(4-bromophenyl)-4-oxo-4-(piperidin-1-yl)butan-2-yl)malonate C(C1=CC=CC=C1)OCC(C(C(N1CCCCC1)=O)C1=CC=C(C=C1)Br)C(C(=O)OC)C(=O)OC